(methylphenyl-vinyl)silicon CC(=C[Si])C1=CC=CC=C1